N,N,2-trimethylpiperazine-1-carboxamide TFA salt OC(=O)C(F)(F)F.CN(C(=O)N1C(CNCC1)C)C